C1(CC1)CN([C@@H]1CC[C@H](CC1)N(C1=C(C(N(C=2C=CC(=NC12)C#N)C)=O)C#N)C)C1=CC(=CC=C1)OC trans-8-((4-((cyclopropylmethyl)(3-methoxyphenyl)amino)cyclohexyl)(methyl)amino)-5-methyl-6-oxo-5,6-dihydro-1,5-naphthyridine-2,7-dicarbonitrile